C(#N)C=1C=C(C=C(C1F)F)C(C)(C)C1=CC=C(OCC2=NC(=NC=C2)CS(=O)(=O)NCC2=CC=C(C=C2)OC)C=C1 (4-((4-(2-(3-cyano-4,5-difluorophenyl)propan-2-yl)phenoxy)methyl)pyrimidin-2-yl)-N-(4-methoxybenzyl)methanesulfonamide